ClC1=CC=C(CCNC2=NC=C(C=N2)/C=C/C(=O)O)C=C1 (E)-3-(2-((4-chlorophenethyl)amino)pyrimidin-5-yl)acrylic acid